ethyl 2-amino-2-(5-bromopyrimidin-2-yl)acetate NC(C(=O)OCC)C1=NC=C(C=N1)Br